3-isopropylpiperazine C(C)(C)C1CNCCN1